OC(CC1=CC=C(C=C1)CC1=CC=C(C=C1)C(C(C)(C)O)=O)(C)C 2-hydroxy-1-(4-(4-(2-hydroxy-2-methylpropionyl)benzyl)phenyl)-2-methylpropane